C(C)C=1C(NC=2C=C(C=NC2C1)CN1CCC(=CC1)C1=CN=C(S1)C(=O)NC)=O 5-(1-((7-Ethyl-6-oxo-5,6-dihydro-1,5-naphthyridin-3-yl)methyl)-1,2,3,6-tetrahydropyridine-4-yl)-N-methylthiazole-2-carboxamide